CC(C)(C)OC(=O)N1C[C@@H](CCC1)O (3R)-3-hydroxyhexahydropyridine-1-carboxylic acid-2-methylpropan-2-yl ester